[N+](=O)([O-])C1=C(S(=O)(=O)[O-])C=CC(=C1)C nitrotosylate